N-([1,1'-biphenyl]-4-yl)-3-(tetrahydrofuran-2-yl)propanamide C1(=CC=C(C=C1)NC(CCC1OCCC1)=O)C1=CC=CC=C1